C1(CC1)CS(=O)C(=O)N(CC)CC (+)-1-((cyclopropylmethyl)sulfinyl)-N,N-diethylmethanamide